6-(3,5-difluorophenyl)-1-(2-pyrrolidin-1-ylethyl)-3H-imidazo[4,5-b]pyridin-2-one FC=1C=C(C=C(C1)F)C=1C=C2C(=NC1)NC(N2CCN2CCCC2)=O